CC1C=CC(CC1)=C(C)C 3-methyl-6-(1-methylethylidene)-cyclohexene